C1(CC1)C1=C(C(=NO1)C1=C(C=CC=C1Cl)Cl)C=O 5-cyclopropyl-3-(2,6-dichlorophenyl)isoxazol-4-carbaldehyde